4-(1-fluoro-1-((3-fluorophenyl)sulfonyl)ethyl)-N-(6-methylpyridazin-4-yl)piperidine-1-carboxamide FC(C)(S(=O)(=O)C1=CC(=CC=C1)F)C1CCN(CC1)C(=O)NC1=CN=NC(=C1)C